ClC=1C=C2C=C(C=NC2=CC1)NC1=NC(=NC=C1)NC1=CC(=C(C=C1)OC1CC(C1)N(C)C)OC 4-(6-chloro-3-quinolylamino)-2-{3-methoxy-4-[(1r,3r)-3-(dimethylamino)cyclobutoxy]phenylamino}pyrimidine